N1(C=NC=C1)C1=CC=C(N=N1)C=1OC(C2=C(N1)C=C(C(=C2)C)C)=O 2-(6-(1H-imidazol-1-yl)pyridazin-3-yl)-6,7-dimethyl-4H-benzo[d][1,3]Oxazin-4-one